C1(=CC=CC=C1)S(=O)(=O)N1C=CC=2C1=CN=C(C2)NC(OC(C)(C)C)=O tert-butyl (1-(phenylsulfonyl)-1H-pyrrolo[2,3-c]pyridin-5-yl)carbamate